2-methyl-N-(naphthalen-2-ylmethyl)undecane-1-imine oxide CC(C=[N+](CC1=CC2=CC=CC=C2C=C1)[O-])CCCCCCCCC